CN(C)CC1=NC(=CC=C1C1(CCOCC1)C#N)NC1=C2C(NCC2=C(C=C1)C1=CN=C2N1C=CC(=C2)F)=O 4-(2-((dimethylamino)-methyl)-6-((7-(7-fluoroimidazo[1,2-a]pyridin-3-yl)-3-oxoisoindolin-4-yl)amino)pyridin-3-yl)tetrahydro-2H-pyran-4-carbonitrile